(1,5-dimethylpyrazol-3-yl)methanol CN1N=C(C=C1C)CO